(E)-N-(2-(4,6-Dihydroxy-2,3-dimethylbenzoyl)isoindolin-4-yl)-4-(dimethylamino)-N-ethylbut-2-enamide OC1=C(C(=C(C(=O)N2CC3=CC=CC(=C3C2)N(C(\C=C\CN(C)C)=O)CC)C(=C1)O)C)C